6-(2,6-difluorobenzyl)-3,6-dihydro-4H-pyrazolo[4,3-d][1,2,3]triazin-4-one FC1=C(CN2N=C3C(N=NNC3=O)=C2)C(=CC=C1)F